COC1=CC=C(C=C1)C[C@@H](C(=O)O)NC([C@H](C)N1N=NC(=C1)CN1CCOCC1)=O (S)-3-(4-methoxyphenyl)-2-((S)-2-(4-(morpholinomethyl)-1H-1,2,3-triazol-1-yl)propionamido)propanoic acid